N1(CCCC2=NC=CC=C12)C1=NNC2=NC(=CN=C21)N2C[C@]1(CC2)[C@@H](CCC1)NC(OC(C)(C)C)=O tert-butyl ((5S,6R)-2-(3-(3,4-dihydro-1,5-naphthyridin-1(2H)-yl)-1H-pyrazolo[3,4-b]pyrazin-6-yl)-2-azaspiro[4.4]nonan-6-yl)carbamate